ClC(OC1=CC=C(C=C1)NC(=O)C=1C=C2CC(N(C2=C(C1)C=1C=NC=NC1)C(C)C)C(=O)N(C)C)(F)F N5-(4-(chlorodifluoromethoxy)phenyl)-1-isopropyl-N2,N2-dimethyl-7-(pyrimidin-5-yl)indoline-2,5-dicarboxamide